FC1=C2CC(N(C(C2=CC=C1)=O)CCO)(C(F)(F)F)NC1=CC=CC=C1 5-Fluoro-2-(2-hydroxyethyl)-3-(phenylamino)-3-(trifluoromethyl)-3,4-dihydroisoquinolin-1(2H)-one